ClC1=NN2C(N=CC(=C2[C@H](C)OC)C(=O)O)=C1 (S)-2-chloro-7-(1-methoxyethyl)pyrazolo[1,5-a]pyrimidine-6-carboxylic acid